CC1=C(C=CC(=C1)N)N 2-methyl-para-phenylenediamine